FC1(CCC(CC1)NC(=O)C1=CC2=C(N=C(S2)N2C3CN(CC2CC3)CCO)C=C1)F N-(4,4-difluorocyclohexyl)-2-(3-(2-hydroxy-ethyl)-3,8-diazabicyclo-[3.2.1]octan-8-yl)benzo-[d]thiazole-6-carboxamide